C1(=CC=CC=C1)N(N)C(C1=CC=C(C=C1)[N+](=O)[O-])=O N-phenyl-4-nitrobenzoyl-hydrazine